6-[(2R)-4-[6-ethoxy-2-(trifluoromethyl)pyridine-3-carbonyl]-2-ethylpiperazin-1-yl]-3-(2-ethoxypyridin-3-yl)-2-fluoro-N-[2-(methylamino)ethyl]benzamide C(C)OC1=CC=C(C(=N1)C(F)(F)F)C(=O)N1C[C@H](N(CC1)C1=CC=C(C(=C1C(=O)NCCNC)F)C=1C(=NC=CC1)OCC)CC